6-(5,6-difluoro-1H-benzo[d]imidazole-2-carbonyl)-2-(2-phenylpropane-2-yl)-5,6,7,8-tetrahydropyrido[4,3-d]pyrimidin-4(3H)-one FC1=CC2=C(NC(=N2)C(=O)N2CC3=C(N=C(NC3=O)C(C)(C)C3=CC=CC=C3)CC2)C=C1F